N1=C(C=CC=C1)C=1NC=CC(N1)=O 2-(pyridin-2-yl)pyrimidin-4(1H)-one